N[C@@H]1CN[C@H](CCC1O)C (3R,7S)-3-amino-7-methylazepan-4-ol